3-(7-(1-(benzo[d][1,3]dioxin-4-ylmethyl)-1H-1,2,3-Triazol-4-yl)-3H-imidazo[4,5-b]pyridin-5-yl)-2-methylbenzonitrile O1COC(C2=C1C=CC=C2)CN2N=NC(=C2)C2=C1C(=NC(=C2)C=2C(=C(C#N)C=CC2)C)NC=N1